(R)-N-((1R)-1-((2S)-2-(azidomethyl)-5-fluoro-2-methyl-2,3-dihydrobenzofuran-7-yl)ethyl)-2-methylpropane-2-sulfinamide N(=[N+]=[N-])C[C@]1(OC2=C(C1)C=C(C=C2[C@@H](C)N[S@](=O)C(C)(C)C)F)C